2-(3,5-dichloro-4-((6-oxo-5-(propan-2-yl-d7)-1,6-dihydropyridazin-3-yl)oxy)phenyl)-3,5-dioxo-2,3,4,5-tetrahydro-1,2,4-triazine-6-carboxylic acid ClC=1C=C(C=C(C1OC1=NNC(C(=C1)C(C([2H])([2H])[2H])(C([2H])([2H])[2H])[2H])=O)Cl)N1N=C(C(NC1=O)=O)C(=O)O